COC(=O)[C@@H]1CCC2=NN(C(N21)=O)CC=2C=NC(=CC2)C(F)(F)F Methyl-(5S)-3-oxo-2-{[6-(trifluoromethyl)pyridin-3-yl]methyl}-2,5,6,7-tetrahydro-3H-pyrrolo[2,1-c][1,2,4]triazole-5-carboxylate